3H-1,3-benzoxazol O1CNC2=C1C=CC=C2